C1(CCCCC1)CN1N=CC=2C1=NC(=NC2)NC2=CC=C(C=C2)S(=O)(=O)C#CC 1-(cyclohexylmethyl)-N-(4-(prop-1-yn-1-ylsulfonyl)phenyl)-1H-pyrazolo[3,4-d]pyrimidin-6-amine